3,3-difluorocyclobutyl (4-cyclobutyl-1-methyl-3-(1-(trifluoro-methyl)cyclopropyl)-1H-pyrazol-5-yl)carbamate C1(CCC1)C=1C(=NN(C1NC(OC1CC(C1)(F)F)=O)C)C1(CC1)C(F)(F)F